FC1=CC=C(C=C1)NC(=O)C1=C(CN(N(C1=O)C(=O)OC(C)(C)C)C=1C=NC(=CC1)C(F)(F)F)S Tert-butyl 5-((4-fluorophenyl) carbamoyl)-4-mercapto-6-oxo-2-(6-(trifluoromethyl) pyridin-3-yl)-2,3-dihydropyridazine-1(6H)-carboxylate